1-(5-chloropyrazin-2-yl)pyridine ClC=1N=CC(=NC1)N1CC=CC=C1